3-(3-(3-methyl-2-methoxyphenyl)-4-thiazolinonyl)-N-(4-1-N-pyrazolylbutyl)benzamide CC=1C(=C(C=CC1)N1C(SC=C1C=1C=C(C(=O)NCCCCN2N=CC=C2)C=CC1)=O)OC